C(C)NNC(=S)N Ethyl-Thiosemicarbazide